4-(((1s,4s)-4-(4-((2-(2-((2-(2,6-dioxopiperidin-3-yl)-1,3-dioxoisoindolin-5-yl)oxy)ethoxy)ethyl)sulfonyl)piperazin-1-yl)cyclohexyl)amino)quinazoline-6-carbonitrile O=C1NC(CCC1N1C(C2=CC=C(C=C2C1=O)OCCOCCS(=O)(=O)N1CCN(CC1)C1CCC(CC1)NC1=NC=NC2=CC=C(C=C12)C#N)=O)=O